ethyl 2-[2-[5-[[3-chloro-4-(2-ethoxy-2-oxo-ethoxy)benzoyl]amino]-2-[(4-methoxyphenyl)methyl]pyrazol-3-yl]benzimidazol-1-yl]acetate ClC=1C=C(C(=O)NC=2C=C(N(N2)CC2=CC=C(C=C2)OC)C2=NC3=C(N2CC(=O)OCC)C=CC=C3)C=CC1OCC(=O)OCC